2-(2-methyl-1-propenyl)-2H-pyran CC(=CC1OC=CC=C1)C